FC1(CC(C1)C1=NN(C(=C1C=1C=C(C=CC1)C)NC(OC1CC(C1)(F)F)=O)C)F 3,3-difluorocyclobutyl (3-(3,3-difluorocyclobutyl)-1-methyl-4-(m-tolyl)-1H-pyrazol-5-yl)carbamate